4-((3-(4-(1H-pyrazol-1-yl)phenyl)-1-(oxetan-3-yl)piperidin-4-yl)methyl)-5,7-dimethyl-1H-indole N1(N=CC=C1)C1=CC=C(C=C1)C1CN(CCC1CC1=C2C=CNC2=C(C=C1C)C)C1COC1